NC=1C=2N(C(=CN1)Cl)C(=NC2C2=CC=C(C=C2)[C@](C)(C2=CC(=CC=C2)C(F)(F)F)O)[C@@H]2CC[C@H]1COCC(N1C2)=O (7R,9aS)-7-[8-amino-5-chloro-1-(4-{(1R)-1-hydroxy-1-[3-(trifluoromethyl)phenyl]ethyl}phenyl)imidazo[1,5-a]pyrazin-3-yl]hexahydropyrido[2,1-c][1,4]oxazin-4(3H)-one